1H-1,4-oxazine O1CC=NC=C1